C(C)(C)(C)C=1C(=C(C(=O)NC=2SC(=C(N2)C)[N+](=O)[O-])C=CC1I)NC(C)=O Tert-butyl-2-acetamido-4-iodo-N-(4-methyl-5-nitrothiazol-2-yl)benzamide